O1C(=CC2=C1C=CC=C2)C#CC2=NC(=C1N=CN(C1=N2)[C@H]2[C@@H]([C@@H]([C@@]1(C[C@H]21)C(=O)NC)O)O)NC (1S,2R,3S,4R,5S)-4-(2-(benzofuran-2-ylethynyl)-6-(methylamino)-9H-purin-9-yl)-2,3-dihydroxy-N-methylbicyclo[3.1.0]hexane-1-carboxamide